methyl-2-bromo-6-chlorobenzoate COC(C1=C(C=CC=C1Cl)Br)=O